CC1=C2C(=NC=C1C1=NN(C(C1)C1=CC=NC=C1)C(CC)=O)SC=C2 4-methyl-5-(1-propionyl-5-(pyridin-4-yl)-4,5-dihydro-1H-pyrazol-3-yl)thieno[2,3-b]pyridin